FCCOC=1C=C2C=CN=C(C2=CC1OCCF)NC1=CC=C(C=C1)S(=O)(=O)C 6,7-Bis(2-fluoroethoxy)-N-(4-methylsulfonylphenyl)isoquinolin-1-amine